O=C([C@@H](ON=C1C(CCC1)NC([O-])=O)C(C)(C)C)N1CCN(CC1)C1=NC=C(C=N1)C(F)(F)F (2-((2-oxo-2-(4-(5-(trifluoromethyl)pyrimidin-2-yl)piperazin-1-yl) (S,E)-tert-butyl ethoxy)imino)cyclopentyl)carbamate